5,2-dimethyloxathiolane CC1CCS(O1)C